OC1=C(C=CC2=CC=CC=C12)C(=O)NN=C(C)C 1-hydroxy-N'-(1-methylethylidene)-2-naphthoic acid hydrazide